BrC(C)C=1C=CC(=NC1)F 5-(1-bromoethyl)-2-fluoropyridine